4-amino-1-benzyl-piperidine-4-carboxylic acid NC1(CCN(CC1)CC1=CC=CC=C1)C(=O)O